5-(dispiro[2.1.25.23]nonan-4-yl)imidazolidine-2,4-dione C1CC12C(C1(CC1)CC2)C2C(NC(N2)=O)=O